(((3S,4R,5R,6R)-4,5-dihydroxy-6-(hydroxymethyl)tetrahydro-2H-pyran-3-yl)amino)-6-(methylthio)pyrimidine O[C@@H]1[C@H](CO[C@@H]([C@@H]1O)CO)NC1=NC(=CC=N1)SC